CN1C=2C=CC(=NC2C(=CC1=O)N1CCOCC2=C1C=CC=C2C#CC2(CC2)C(F)(F)F)C#N 5-methyl-6-oxo-8-(6-((1-(trifluoromethyl)cyclopropyl)ethynyl)-2,3-dihydrobenzo[e][1,4]oxazepine-1(5H)-yl)-5,6-dihydro-1,5-naphthyridine-2-carbonitrile